nitrogen Dicyclohexyl-[2-(2,6-dimethoxyphenyl)phenyl]phosphorus C1(CCCCC1)P(C1=C(C=CC=C1)C1=C(C=CC=C1OC)OC)C1CCCCC1.[N]